C(=O)OC(C)(CCCC(C)C)C 2,6-dimethylhept-2-yl formate